C(C)(C)(C)OC(=O)N1C2=C(OCC1)C=CC(=C2)SC=2C=C1C=NN(C(C1=CC2)=O)CC2=NN(C=C2)C 6-((2-((1-Methyl-1H-pyrazol-3-yl)methyl)-1-oxo-1,2-dihydro-phthalazin-6-yl)thio)-2,3-dihydro-4H-benzo[b][1,4]oxazine-4-carboxylic acid tert-butyl ester